C(C)(C)(C)OC(=O)[C@H](CCC(=O)ON1C(CCC1=O)=O)NC(=O)[C@@](C(=O)O)(CCCCCCCCCCC(=O)O)CCCCCCCCCCC |o1:23| (2S*)-2-[[(1S)-1-tert-butoxycarbonyl-4-(2,5-dioxopyrrolidin-1-yl)oxy-4-oxo-butyl]carbamoyl]-2-undecyl-tridecanedioic acid